N1=CN=C(C=C1)CCCCCCCN1C(C2=CC=CC=C2C1=O)=O 2-[7-(pyrimidin-4-yl)heptyl]isoindole-1,3-dione